(1,3-dioxoisoindol-2-yl)acetic acid O=C1N(C(C2=CC=CC=C12)=O)CC(=O)O